4-Hydroxy-N-(4-(4-methylthioazol-5-yl)benzyl)pyrrolidine-2-carboxamide OC1CC(NC1)C(=O)NCC1=CC=C(C=C1)C1=C(C=CN1)SC